p-hydroxybenzenesulfonic acid, potassium salt [K+].OC1=CC=C(C=C1)S(=O)(=O)[O-]